1-(5-fluoro-3-pyridyl)ethanone FC=1C=C(C=NC1)C(C)=O